(2S,4R)-4-fluoro-1-[2-(5-methyl-1H-indol-3-yl)acetyl]-N-[(S)-phenyl[4-(propan-2-yl)phenyl]methyl]pyrrolidine-2-carboxamide F[C@@H]1C[C@H](N(C1)C(CC1=CNC2=CC=C(C=C12)C)=O)C(=O)N[C@H](C1=CC=C(C=C1)C(C)C)C1=CC=CC=C1